N(=[N+]=[N-])CCC[C@H]1[C@@H](O[C@@H]([C@H]1O)COC(C1=CC=CC=C1)(C1=CC=C(C=C1)OC)C1=CC=C(C=C1)OC)N1C(NC(C=C1)=O)=O 1-((2R,3R,4S,5R)-3-(3-azidopropyl)-5-((bis(4-methoxyphenyl)-(phenyl)methoxy)methyl)-4-hydroxytetrahydrofuran-2-yl)pyrimidine-2,4(1H,3H)-dione